N(=[N+]=[N-])C1=CC=C(N(C)C)C=C1 4-azido-N,N-dimethylaniline